OC1=C(CC=2C(=C(C=C(C2)C2(CCCCC2)C2=CC(=C(C(=C2)CC2=C(C(=C(C=C2)O)O)O)O)C2CCCCC2)C2CCCCC2)O)C=CC(=C1O)O 1,1-bis[5-(2,3,4-trihydroxybenzyl)-3-cyclohexyl-4-hydroxyphenyl]cyclohexane